NC1=NC(=C(C=2N1C=C(N2)C(=O)NCC)C2CC2)C2=CC(=CC=C2)C#N 5-Amino-7-(3-cyanophenyl)-8-cyclopropyl-N-ethylimidazo[1,2-c]pyrimidine-2-carboxamide